The molecule is a hexacyclic triterpenoid that consists of oleanane substituted by hydroxy groups at 3beta, 16alpha and C-30 positions and an oxolane bridge across positions 13 and 28. It is a bridged compound, a cyclic ether, a triol and a hexacyclic triterpenoid. It derives from a hydride of an oleanane. C[C@@]1(CC[C@@]23CO[C@]4([C@@H]2C1)CC[C@@H]5[C@]6(CC[C@@H](C([C@@H]6CC[C@]5([C@@]4(C[C@H]3O)C)C)(C)C)O)C)CO